N,N-dimethyl-3-(5-(5-(trifluoromethyl)-1,2,4-oxadiazol-3-yl)pyridin-2-yl)-3,6-diazabicyclo[3.1.1]heptane-6-carboxamide CN(C(=O)N1C2CN(CC1C2)C2=NC=C(C=C2)C2=NOC(=N2)C(F)(F)F)C